C12(CCCC(CC1)C2)C(=O)NC=2C=C(C(=NC2)C)NC(=O)C=2C=C1C(=NC2)NC(=C1)C=1C=NN(C1)C N-(5-(bicyclo[3.2.1]octane-1-carboxamido)-2-methylpyridin-3-yl)-2-(1-methyl-1H-pyrazol-4-yl)-1H-pyrrolo[2,3-b]pyridine-5-carboxamide